FC1=C(C=CC(=C1)F)C(CO)(CN1N=CN=C1)O 2-(2,4-difluorophenyl)-3-(1,2,4-triazol-1-yl)-1,2-propanediol